OCCC[NH+](CCCCCCCCCCCCCCCC)CCCO N,N-bis(3-hydroxypropyl)-N-hexadecylammonium